2-[2-chloro-3-(trifluoromethyl)phenyl]-N-[4-(4-fluoro-1H-pyrazol-1-yl)-5-sulfamoyl-2-(trifluoromethyl)phenyl]acetamide ClC1=C(C=CC=C1C(F)(F)F)CC(=O)NC1=C(C=C(C(=C1)S(N)(=O)=O)N1N=CC(=C1)F)C(F)(F)F